2-Amino-2-(4-(propan-2-ylidene)cyclohexyl)acetic acid ethyl ester C(C)OC(C(C1CCC(CC1)=C(C)C)N)=O